C(C)C1=NN(C(=C1[Se]C1=CC=CC=C1)CC)C1=CC=CC=C1 3,5-diethyl-1-phenyl-4-(phenylselanyl)-1H-pyrazole